ClC1=CC=C2C(=CNC2=C1C1=NC=CC(=C1)OC)S(=O)(=O)Cl 6-chloro-7-(4-methoxypyridin-2-yl)-1H-indole-3-sulfonyl chloride